ClC1=CC=C(C=C1)[C@@](CC(=O)NC1=NC2=C(N1C1(CCC1)C)C=C(C=C2)C#N)(C)O (S)-3-(4-chlorophenyl)-N-(6-cyano-1-(1-methylcyclobutyl)-1H-benzo[d]imidazol-2-yl)-3-hydroxybutanamide